CC1=C(OC(C(=O)OCC)(C)C)C(=CC(=C1)CCN1CCN(CC1)C1=CC=C(C=C1)C(F)(F)F)C Ethyl 2-(2,6-dimethyl-4-(2-(4-(4-(trifluoromethyl) phenyl) piperazin-1-yl) ethyl) phenoxy)-2-methylpropionate